[Na].ClC1=CC(=NN=N1)Cl dichlorotriazine sodium salt